2,2'-methylenebis[6-(benzotriazol-2-yl)-4-t-octylphenol] C(C1=C(C(=CC(=C1)C(C)(C)CC(C)(C)C)N1N=C2C(=N1)C=CC=C2)O)C2=C(C(=CC(=C2)C(C)(C)CC(C)(C)C)N2N=C1C(=N2)C=CC=C1)O